BrC=1N=C2C(=NC1)N(C(C(=C2)C(NCC2=CC=C(C=C2)F)=O)=O)CC(=O)OC(C)(C)C tert-butyl [2-bromo-7-{[(4-fluorophenyl)methyl]carbamoyl}-6-oxopyrido[2,3-b]pyrazin-5(6H)-yl]acetate